C(C)N(CCCNC(=O)C1=CC2=C(N3C(S2)=NC(=C3)C3=CC=C(C=C3)CN3CCCCC3)C=C1)CC N-(3-(diethylamino)propyl)-2-(4-(piperidin-1-ylmethyl)phenyl)benzo[d]imidazo[2,1-b]thiazole-7-carboxamide